C(C)(C)C=1N=CN(C1)C1=CC=C2C(C(N(C2=C1)C1=CC(=NC=C1)C)=O)(C)C 6-(4-Isopropylimidazol-1-yl)-3,3-dimethyl-1-(2-methyl-4-pyridyl)indolin-2-one